C(C)C(C(C(C(=O)[O-])(C(C)=O)CC)(O)C(=O)[O-])(C(=O)[O-])CC.FC(S(=O)(=O)[NH-])(F)F (trifluoromethanesulfonyl)azanide triethyl-acetyl-citrate